[Br-].BrCCC[P+](C1=CC=CC=C1)(C1=CC=CC=C1)C1=CC=CC=C1 3-bromopropyl(triphenyl)phosphonium bromide